6-(4-isopropyl-3-(2-(4-(oxetan-3-yl)piperazin-1-yl)pyrimidin-5-yl)-1H-pyrazol-5-yl)-8-methyl-[1,2,4]triazolo[1,5-a]pyridine C(C)(C)C=1C(=NNC1C=1C=C(C=2N(C1)N=CN2)C)C=2C=NC(=NC2)N2CCN(CC2)C2COC2